[5-(1-amino-4-methylphthalazin-6-yl)-2-cyano-4-methoxyphenyl]boronic acid formate C(=O)O.NC1=NN=C(C2=CC(=CC=C12)C=1C(=CC(=C(C1)B(O)O)C#N)OC)C